ClC=1C=C(C=C(C1)Cl)C1=CNC=2CC3C(C(C12)C3)(C)C 3-(3,5-Dichlorophenyl)-5,5-dimethyl-4,5,6,7-tetrahydro-1H-4,6-methanoindol